4-(4-bromophenylthio)benzophenone BrC1=CC=C(C=C1)SC1=CC=C(C(=O)C2=CC=CC=C2)C=C1